(S)-Methyl 3-(1,4-dimethyl-1H-benzo[d][1,2,3]triazol-5-yl)-3-(3-(((R)-2-ethyl-2,3-dihydropyrido[4,3-f][1,4]oxazepin-4(5H)-yl)methyl)-4-methylphenyl)-2,2-dimethylpropanoate CN1N=NC2=C1C=CC(=C2C)[C@@H](C(C(=O)OC)(C)C)C2=CC(=C(C=C2)C)CN2C[C@H](OC1=C(C2)C=CN=C1)CC